BrC1=CC=C(C=C1)C1=NN(C(=C1C#N)C(=O)OCC)C1COC(CC1)CO[Si](C1=CC=CC=C1)(C1=CC=CC=C1)C(C)(C)C Ethyl 3-(4-bromophenyl)-1-(6-(((tert-butyldiphenylsilyl)oxy)methyl)tetrahydro-2H-pyran-3-yl)-4-cyano-1H-pyrazole-5-carboxylate